COC1=CC=C(C=C1)CN(S(=O)(=O)C1=CC(=C(C=C1)NC1=NC=C(C=C1)C(F)(F)F)C=C)C N-[(4-methoxyphenyl)methyl]-N-methyl-4-[[5-(trifluoromethyl)-2-pyridyl]amino]-3-vinyl-benzenesulfonamide